di[(4-methoxyphenyl)methyl]amine COC1=CC=C(C=C1)CNCC1=CC=C(C=C1)OC